3-(imidazo[1,2-a]pyridin-7-yl)-4-(4-propoxyphenyl)-1,3-oxazinan-2-one N=1C=CN2C1C=C(C=C2)N2C(OCCC2C2=CC=C(C=C2)OCCC)=O